disodium [(1S,3R)-2-[2-(3,5-dichloro-1-methyl-indazol-4-yl)acetyl]-5-(1-hydroxy-1-methyl-ethyl)-1-methyl-3,4-dihydro-1H-isoquinolin-3-yl]methyl Phosphate P(=O)(OC[C@@H]1N([C@H](C2=CC=CC(=C2C1)C(C)(C)O)C)C(CC1=C2C(=NN(C2=CC=C1Cl)C)Cl)=O)([O-])[O-].[Na+].[Na+]